2,2'-thio-bis[4-(1,1,3,3-tetra-methylbutyl)phenol] S(C1=C(C=CC(=C1)C(CC(C)(C)C)(C)C)O)C1=C(C=CC(=C1)C(CC(C)(C)C)(C)C)O